(Z)-2-ethoxymethylene-4,4-bisfluoro-3-oxobutanoic acid ethyl ester C(C)OC(\C(\C(C(F)F)=O)=C/OCC)=O